tert-butyl (2S)-2-{[(2E,4S)-1-(2,3-dihydro-1H-indol-1-yl)-6-methyl-1-oxohept-2-en-4-yl] carbamoyl}-1,4-oxazepane-4-carboxylate N1(CCC2=CC=CC=C12)C(\C=C\[C@H](CC(C)C)NC(=O)[C@H]1OCCCN(C1)C(=O)OC(C)(C)C)=O